NC(CP)=NO (2-amino-2-(hydroxyimino)ethyl)phosphine